(S)-2-(4-((3-(5-(1-amino-1,3-dihydrospiro[indene-2,4'-piperidin]-1'-yl)-6-(hydroxyl-methyl)pyrazin-2-yl)prop-2-yn-1-yl)oxy)phenyl)propan-2-ol N[C@@H]1C2=CC=CC=C2CC12CCN(CC2)C=2N=CC(=NC2CO)C#CCOC2=CC=C(C=C2)C(C)(C)O